6-chloro-7-fluoro-3-methyl-[1,2,4]triazolo[3,4-a]phthalazine ClC1=NN2C(C3=CC=CC(=C13)F)=NN=C2C